OC(C)C=1OC(C2=CC=CC=C2C1C=1C=C(C=CC1)[C@@H]1N(CCC1)C(=O)OC(C)(C)C)=O tert-Butyl (2R)-2-{3-[3-(1-hydroxyethyl)-1-oxo-1H-isochromen-4-yl]phenyl}pyrrolidine-1-carboxylate